CYCLOPROPYL-ACETYLENE C1(CC1)C#C